N-[4-amino-1-(2-trimethylsilylethoxymethyl)pyrazolo[4,3-c]pyridin-7-yl]-2-oxo-2-[(2R,5S)-2-cyclopropyl-5-methyl-1-piperidyl]acetamide NC1=NC=C(C2=C1C=NN2COCC[Si](C)(C)C)NC(C(N2[C@H](CC[C@@H](C2)C)C2CC2)=O)=O